t-butyl-styrene C(C)(C)(C)C=CC1=CC=CC=C1